1,3-dichloro-5,5-dimethylimidazoline-2,4-dione ClN1C(N(C(C1(C)C)=O)Cl)=O